6-chloro-4-(4-chloro-2-fluorophenyl)-2,3-dihydro-1H-pyrrolo[3,4-c]pyridin-1-one ClC1=CC2=C(C(=N1)C1=C(C=C(C=C1)Cl)F)CNC2=O